[N+](=O)([O-])C1=C(CCNC2=CC=CC=C2)C=CC=C1 (2-nitrophenethyl)aniline